CC=1C=NN2C1N(C(CCC2)=O)C 3,4-dimethyl-7,8-dihydro-4H-pyrazolo[1,5-a][1,3]diazepin-5(6H)-one